(S)-4-(1-Acetylpiperidin-4-yl)-3-(1H-benzo[d]imidazol-5-yl)oxazolidin-2-on C(C)(=O)N1CCC(CC1)[C@@H]1N(C(OC1)=O)C1=CC2=C(NC=N2)C=C1